NC1CN(CCC1)C(=O)C=1C=C2C=C(N(C2=C(C1)OC)C)C1=CC2=C(N1CC1CC1)SC=C2 (3-aminopiperidin-1-yl)(2-(6-(cyclopropylmethyl)-6H-thieno[2,3-b]pyrrol-5-yl)-7-methoxy-1-methyl-1H-indol-5-yl)methanone